[SiH3]NCC silyl-ethyl-amine